NC=1C=CC(=C(C1)C=1N=C(C=2N(C1)C(/C(/N2)=C/C=2OC=CC2)=O)CC2=CC=CC=C2)F (Z)-6-(5-amino-2-fluorophenyl)-8-benzyl-2-(furan-2-ylmethylene)imidazo[1,2-a]pyrazin-3(2H)-one